C1(=CC=CC=C1)P([O-])([O-])=O.C(CCC)[N+](CCCC)(CCCC)CCCC.C(CCC)[N+](CCCC)(CCCC)CCCC tetrabutylammonium phenylphosphonate